Methyl ((4-methyl-2-(1-(3-oxopropyl)-1H-pyrazol-3-yl)phenyl)sulfonyl)-L-prolinate CC1=CC(=C(C=C1)S(=O)(=O)N1[C@@H](CCC1)C(=O)OC)C1=NN(C=C1)CCC=O